N-[6-(difluoromethyl)-2-pyridyl]-7-isopropoxy-2-[4-[[4-[4-(3-methyl-2,6-dioxo-3-piperidyl)phenyl]-1-piperidyl]methyl]cyclohexyl]imidazo[1,2-a]pyridine-6-carboxamide FC(C1=CC=CC(=N1)NC(=O)C=1C(=CC=2N(C1)C=C(N2)C2CCC(CC2)CN2CCC(CC2)C2=CC=C(C=C2)C2(C(NC(CC2)=O)=O)C)OC(C)C)F